FC=1C(=CC(=NC1)C)NC1=NC=CC2=C1N(C=N2)C(C)C 4-((5-fluoro-2-methylpyridin-4-yl)amino)-3-isopropyl-3H-imidazo[4,5-c]pyridin